3-bromo-8-hydroxyimidazo[1,2-b]Pyridazine-7-carboxylic acid ethyl ester C(C)OC(=O)C1=C(C=2N(N=C1)C(=CN2)Br)O